N-(3-((2,6-Dioxopiperidin-3-yl)amino)phenyl)-2-(4-((1-(4-((1R,2S)-6-hydroxy-2-phenyl-1,2,3,4-tetrahydronaphthalen-1-yl)phenyl)piperidin-4-yl)methyl)piperazin-1-yl)-N-methylacetamide O=C1NC(CCC1NC=1C=C(C=CC1)N(C(CN1CCN(CC1)CC1CCN(CC1)C1=CC=C(C=C1)[C@H]1[C@H](CCC2=CC(=CC=C12)O)C1=CC=CC=C1)=O)C)=O